4-(2-acryloyl-1,2,3,4-tetrahydroisoquinolin-8-yl)-5-fluoro-2,3-dimethyl-1H-indole-7-carboxamide C(C=C)(=O)N1CC2=C(C=CC=C2CC1)C1=C2C(=C(NC2=C(C=C1F)C(=O)N)C)C